N1(CCCC1)CC=1C=NC(=NC1)N1CCCCC1 1-(5-(pyrrolidin-1-ylmethyl)pyrimidin-2-yl)piperidin